FC1=CC2=C(NC(CCC2)=O)C(=C1)F 7,9-difluoro-4,5-dihydro-1H-benzo[b]azepin-2(3H)-one